FC=1C=C(C(=NC1)OC)[C@@H]1N(CCC1)C1=NC=2N(C=C1)N=CC2C(=O)NC2=CC(=NN2)C (R)-5-(2-(5-fluoro-2-methoxypyridin-3-yl)pyrrolidin-1-yl)-N-(3-methyl-1H-pyrazol-5-yl)pyrazolo[1,5-a]pyrimidine-3-carboxamide